1-ethyl-5-(1H-pyrazol-1-yl)-6-(2,4,6-trifluorophenyl)pyridin-2(1H)-one C(C)N1C(C=CC(=C1C1=C(C=C(C=C1F)F)F)N1N=CC=C1)=O